[Si](C)(C)(C(C)(C)C)OC1=CC(=C(C=C1)N=C(N)C1=C(C=2N(N=C1)C=C(C2)C=2C=NC(=CC2)OC)NC2CNCCC2)CC N'-[4-[tert-butyl(dimethyl)silyl]oxy-2-ethyl-phenyl]-6-(6-methoxy-3-pyridyl)-4-(3-piperidylamino)pyrrolo[1,2-b]pyridazine-3-carboxamidine